NC1=NC=2C=CC(=CC2C2=C1COC2)C(=O)N(C)CC2=CC=C(C=N2)N2CCN(CC2)C(=O)OC methyl 4-(6-((((4-amino-1,3-dihydrofuro[3,4-c]quinolin-8-yl)carbonyl)(methyl)amino) methyl)-3-pyridinyl)-1-piperazinecarboxylate